N-(2-(3,8-diazabicyclo[3.2.1]oct-3-yl)-6-methylpyrimidin-4-yl)-1H-indazol-5-amine C12CN(CC(CC1)N2)C2=NC(=CC(=N2)NC=2C=C1C=NNC1=CC2)C